(7-(2-isopropylphenoxy)-2-azaspiro[3.5]nonan-2-yl)methanone C(C)(C)C1=C(OC2CCC3(CN(C3)C=O)CC2)C=CC=C1